FC1=NC2=C(N1CCOC)C=C(C(=C2C2=NC(=CC=C2)OCC2=C(C=C(C=C2)C=2CCNCC2)F)F)C(=O)[O-] 2,5-difluoro-4-(6-((2-fluoro-4-(1,2,3,6-tetrahydropyridin-4-yl) benzyl) oxy) pyridin-2-yl)-1-(2-methoxyethyl)-1H-benzo[d]imidazole-6-carboxylate